NC1=CC(=C2N3CCC[C@@H]3CCCCC[C@@](C3=NN=C(C1=N2)O3)(O)C(F)(F)F)C(F)(F)F (6S,12S)-20-Amino-6,18-bis(trifluoromethyl)-22-oxa-3,4,16,21-tetraazatetracyclo[15.3.1.12,5.012,16]docosa-1(21),2,4,17,19-pentaen-6-ol